6-difluoromethoxy-2-oxo-1,2-dihydropyridine-3-carboxylic acid methyl ester COC(=O)C=1C(NC(=CC1)OC(F)F)=O